FC=1C(=NC(=NC1)NC1=C(C(=CC=C1)S(=O)(=O)C)F)C1=CNC2=C(C=CC=C12)NC([C@@H](COC)N1CCN(CCC1)C)=O (R)-N-(3-(5-Fluoro-2-((2-fluoro-3-(methylsulfonyl)phenyl)amino)pyrimidin-4-yl)-1H-indol-7-yl)-3-methoxy-2-(4-methyl-1,4-diazepan-1-yl)propanamid